FC(C=1C=C(C=C(C1)C(F)(F)F)C1=C(O)C=CC(=C1)O)(F)F 3,5-bis(trifluoromethyl)phenyl-hydroquinone